(S)-1-(tert-butoxycarbonyl)-4,4-difluoropyrrolidine C(C)(C)(C)OC(=O)N1CCC(C1)(F)F